O=C1N(CC2=CC(=CC=C12)N1CCC2(CC1)CCNCC2)C2C(NC(CC2)=O)=O 3-(1-Oxo-5-(3,9-diazaspiro[5.5]undec-3-yl)isoindolin-2-yl)piperidine-2,6-dione